IC(C(=O)O)(CC)C1=CC=CC=C1 iodophenylbutanoic acid